N1=CN=CC(=C1)C1=CC=2N(C=C1)N=CC2 5-(pyrimidine-5-yl)-pyrazolo[1,5-a]Pyridine